rac-((1R,2S)-cyclobutane-1,2-diyl)dimethanol [C@@H]1([C@H](CC1)CO)CO |r|